perfluoro-2-methyl-3-oxacaproic acid FC(C(=O)O)(OC(C(C(F)(F)F)(F)F)(F)F)C(F)(F)F